C(C)(C)(C)C1=C(C(=C(C=C1)O)F)Cl 4-tert-butyl-3-chloro-2-fluoro-phenol